C[C@@H]1N(C[C@@H](NC1)C)C(=O)OC(C)(C)C tert-butyl cis-(2S,5S)-2,5-dimethylpiperazine-1-carboxylate